(S)-N-(5-(difluoromethoxy)-1H-pyrazol-3-yl)-5-((1-methylpiperidin-3-yl)methyl)-5H-pyrrolo[2,3-b]pyrazin-3-amine FC(OC1=CC(=NN1)NC1=CN=C2C(=N1)N(C=C2)C[C@@H]2CN(CCC2)C)F